FC1=CC(=CC=2C(N(C(OC21)=O)CC(=O)OCC)O)C2=NC(=NS2)C2=CC=C(C=C2)N2CCCC2 ethyl 2-(8-fluoro-4-hydroxy-2-oxo-6-(3-(4-(pyrrolidin-1-yl)phenyl)-1,2,4-thiadiazol-5-yl)-2H-benzo[e][1,3]oxazin-3(4H)-yl)acetate